(S)-N-((1S,5R)-5-amino-3,3-difluorocyclohexyl)-1-(4-fluorophenyl)-3,4-dihydroisoquinoline-2(1H)-carboxamide N[C@H]1CC(C[C@H](C1)NC(=O)N1[C@H](C2=CC=CC=C2CC1)C1=CC=C(C=C1)F)(F)F